1-(5-aminopentyl)pyrrole-2,5-dione hydrochloride Cl.NCCCCCN1C(C=CC1=O)=O